oleic acid sodium sarcosinate N(C)CC(=O)[O-].[Na+].C(CCCCCCC\C=C/CCCCCCCC)(=O)O